(1R,3S,5R)-2-(((R)-6-(2-chloro-4-fluorophenyl)-5-(methoxycarbonyl)-2-(4-methylthiazol-2-yl)-3,6-dihydropyrimidin-4-yl)methyl)-2-azabicyclo[3.1.0]hexane-3-carboxylic acid ClC1=C(C=CC(=C1)F)[C@H]1C(=C(NC(=N1)C=1SC=C(N1)C)CN1[C@@H]2C[C@@H]2C[C@H]1C(=O)O)C(=O)OC